NC1CN(CCC1)CC1=CN=C(C(=N1)N)C1=C(C(=CC=C1)Cl)Cl 6-((3-aminopiperidin-1-yl)methyl)-3-(2,3-dichlorophenyl)pyrazin-2-amine